((1R,SR)-6-(7-(5-chloroisoquinolin-4-yl)-2-((tetrahydro-1H-pyrrolizin-7a(5H)-yl)methoxy)pyridino[2,3-d]pyrimidin-4-yl)-2,6-diazabicyclo[3.2.0]hept-2-yl)prop-2-en-1-one ClC1=C2C(=CN=CC2=CC=C1)C=1C=CC2=C(N=C(N=C2N2[C@H]3CCN([C@@H]3C2)C(C=C)=O)OCC23CCCN3CCC2)N1 |&1:21|